F[P-](F)(F)(F)(F)F.C(CCC)N1C(=NC(=C1C)C)C 1-butyl-2,4,5-trimethylimidazole hexafluorophosphate